C12CN(CC(CCC1)N2)C2=NC(=NC1=C(C(=CC=C21)C2=CC(=CC1=CC=CC(=C21)C#C)O)F)OC[C@]21CCCN1C[C@@H](C2)F 4-(4-(3,9-diazabicyclo[3.3.1]nonan-3-yl)-8-fluoro-2-(((2R,7aS)-2-fluorotetrahydro-1H-pyrrolizin-7a(5H)-yl)methoxy)quinazolin-7-yl)-5-ethynylnaphthalen-2-ol